COC(C1=C(C=C(C=C1)OC1=CC=CC=2C=COC21)Cl)=O 4-(benzofuran-7-yloxy)-2-chlorobenzoic acid methyl ester